C1NCC12CCC(CC2)CO (2-azaspiro[3.5]non-7-yl)methanol